FC=1C(=C(C=CC1F)C1=C(OC(=C1C)C(F)(F)F)C(=O)OCC)OC ethyl 3-(3,4-difluoro-2-methoxyphenyl)-4-methyl-5-(trifluoromethyl)furan-2-carboxylate